O1C=NC2=C1C(=CC=C2)N benzo[d]oxazol-7-amine